sodium Tetradecyl-Sulfonate C(CCCCCCCCCCCCC)S(=O)(=O)[O-].[Na+]